2-chloro-4-fluorotrifluorotoluene ClC1=C(C(F)(F)F)C=CC(=C1)F